N-[(3R,4S)-3-[(5-bromo-1-{[2-(trimethylsilyl)ethoxy]methyl}pyrrolo[2,3-b]pyridin-6-yl)oxy]oxan-4-yl]-4-methylbenzenesulfonamide BrC=1C=C2C(=NC1O[C@H]1COCC[C@@H]1NS(=O)(=O)C1=CC=C(C=C1)C)N(C=C2)COCC[Si](C)(C)C